tert-butyl 4-((4-chloro-7-methylquinazolin-6-yl)oxy)piperidine-1-carboxylate ClC1=NC=NC2=CC(=C(C=C12)OC1CCN(CC1)C(=O)OC(C)(C)C)C